(3S,4R,5R)-1-(((5S,8s)-3,3-dimethyl-2-oxaspiro[4.5]decan-8-yl)methyl)piperidine-3,4,5-triol CC1(OCC2(C1)CCC(CC2)CN2C[C@@H](C([C@@H](C2)O)O)O)C